COC1=CC=C(C=C1)NC(NNC(C1=C(N=C(C=C1)C)C1=CC=C(C=C1)OC)=O)=O 4-(4-methoxyphenyl)-1-(2-(4-methoxyphenyl)-6-methyl-nicotinoyl)semicarbazide